FC1=CC2=C(NC([C@H](CC2)NC(=O)C2=NN3C(C=CC=C3C(F)(F)F)=N2)=O)C(=C1)F (S)-N-(7,9-difluoro-2-oxo-2,3,4,5-tetrahydro-1H-benzo[b]azepin-3-yl)-5-(trifluoromethyl)-[1,2,4]triazolo[1,5-a]pyridine-2-carboxamide